ClC1=CC=C2C(=CNC2=C1N1C=NN=C1)S(=O)(=O)NC1=NC(=C(C(=N1)OC)CC(F)F)OC 6-chloro-N-[5-(2,2-difluoroethyl)-4,6-dimethoxy-pyrimidin-2-yl]-7-(1,2,4-triazol-4-yl)-1H-indole-3-sulfonamide